The molecule is a member of the class of dibenzofurans that is dibenzo[b,d]furan substituted by a hydroxy group at position 3 and chloro groups at positions 6 and 7 respectively. It is a member of dibenzofurans, an organochlorine compound and a member of phenols. It derives from a hydride of a dibenzofuran. C1=CC2=C(C=C1O)OC3=C2C=CC(=C3Cl)Cl